7-Chloro-6-(2-fluoro-6-hydroxyphenyl)-2-[1-(prop-2-enoyl)pyrrolidin-3-yl]quinazolin ClC1=C(C=C2C=NC(=NC2=C1)C1CN(CC1)C(C=C)=O)C1=C(C=CC=C1O)F